NC=1C(=NC=C(C1)OC)C#N 3-amino-5-methoxypyridinecarbonitrile